OC(COC1=C(C#N)C=CC=N1)COCCCCCCCCCCCCCCCCCC (2-hydroxy-3-(octadecyloxy)propoxy)nicotinonitrile